2-(((5-oxo-5-(tetradecylamino)pentanoyl)oxy)methyl)-2-(3-(piperidin-1-yl)propanamido)propane-1,3-diyl bis(5-oxo-5-(tetradecylamino)pentanoate) O=C(CCCC(=O)OCC(COC(CCCC(NCCCCCCCCCCCCCC)=O)=O)(NC(CCN1CCCCC1)=O)COC(CCCC(NCCCCCCCCCCCCCC)=O)=O)NCCCCCCCCCCCCCC